CN(CCOC1(CC1)C(=O)O)C 1-(2-(dimethylamino)ethoxy)cyclopropane-1-carboxylic acid